NC1=C(C=C(C=N1)C1=CC=C(C=C1)C(=O)N1CCN(CCC1)C)OC(C)C1=C(C(=CC=C1Cl)F)Cl (4-{6-amino-5-[1-(2,6-dichloro-3-fluoro-phenyl)-ethoxy]-pyridin-3-yl}-phenyl)-(4-methyl-[1,4]diazepan-1-yl)-methanone